1-{3-fluoro-4-[6-methoxy-7-(3-piperidin-1-yl-propoxy)quinolin-4-oxy]phenyl}-3-(benzylsulfonyl)urea FC=1C=C(C=CC1OC1=CC=NC2=CC(=C(C=C12)OC)OCCCN1CCCCC1)NC(=O)NS(=O)(=O)CC1=CC=CC=C1